C(C)(=O)OC=1COC=C(C1OC(C)=O)OC(C)=O 2H-pyran-3,4,5-triyl triacetate